N-methyl-1,3-thiazole CN1CSC=C1